2-(dodecylthiocarbonothiooylthio)-isobutyric acid C(CCCCCCCCCCC)SC(=S)SC(C(=O)O)(C)C